CN1C(NC2=NC=C(C=C21)C(=O)O)=O 1-methyl-2-oxo-3H-imidazo[4,5-b]pyridine-6-carboxylic acid